COC1=CC=2C3=C(NC2C=C1OCCCN1CCCC1)C=CN=C3N3C=NN=C3 4-{8-methoxy-7-[3-(pyrrolidin-1-yl)propoxy]-5H-pyrido[4,3-b]indol-1-yl}-4H-1,2,4-triazole